COC=1C=C(C=CC1)OCC(=O)NCC(=O)NC1CCCC2=CC=CC=C12 N~2~-({[3-(methyloxy)phenyl]oxy}acetyl)-N-(1,2,3,4-tetrahydronaphthalen-1-yl)glycinamide